2-methyl-2-benzyl-1,3-dioxolane-4-methanol acetate C(C)(=O)OCC1OC(OC1)(CC1=CC=CC=C1)C